(6-(3-chlorobenzyl)pyridazin-3-yl)-1-methyl-6-oxo-1,6-dihydropyridazine-3-carboxamide ClC=1C=C(CC2=CC=C(N=N2)C=2C(=NN(C(C2)=O)C)C(=O)N)C=CC1